COC1=CC(=NC=C1)C=1N=C(SC1)NC1=NC=C(C=C1N(C(C)=O)C)C(F)(F)F N-(2-(4-(4-methoxypyridin-2-yl)thiazol-2-ylamino)-5-(trifluoromethyl)pyridin-3-yl)-N-methylacetamide